N-{(2S,3S)-1-(azetidine-1-carbonyl)-2-[(3'-fluoro[1,1'-biphenyl]-3-yl)methyl]pyrrolidin-3-yl}cyclopropanesulfonamide N1(CCC1)C(=O)N1[C@H]([C@H](CC1)NS(=O)(=O)C1CC1)CC=1C=C(C=CC1)C1=CC(=CC=C1)F